(2H)-isoquinolinone-d C1(N(C=CC2=CC=CC=C12)[2H])=O